FC(/C=C/[C@H]1[C@@H](C[C@@H]2OC[C@H](CC[C@@H]21)CCCC(=O)O)O)(COC2=CC=CC=C2)F 4-{(3S,5aR,6R,7R,8aS)-6-[(1E)-3,3-difluoro-4-phenoxy-1-buten-1-yl]-7-hydroxyoctahydro-2H-cyclopenta[b]oxepin-3-yl}butanoic acid